C(C)(C)(C)OC(N(C)C=1C=C(C=C2C3=C(NC12)N=C(N=C3N3[C@H]1C[C@H]([C@@H](C3)C1)NC(=O)OC(C)(C)C)S(=O)(=O)C)F)=O tert-butyl(4-((1R,4R,5R)-5-((tert-butoxycarbonyl)amino)-2-azabicyclo[2.2.1]heptan-2-yl)-6-fluoro-2-(methylsulfonyl)-9H-pyrimido[4,5-b]indol-8-yl)(methyl)carbamate